5-(4-isothiocyanatophenyl)-10,15,20-tris(4-sulfophenyl)Porphyrin N(=C=S)C1=CC=C(C=C1)C=1C2=CC=C(N2)C(=C2C=CC(C(=C3C=CC(=C(C=4C=CC1N4)C4=CC=C(C=C4)S(=O)(=O)O)N3)C3=CC=C(C=C3)S(=O)(=O)O)=N2)C2=CC=C(C=C2)S(=O)(=O)O